4-benzyloxy-2-chloro-5-(2-methoxy-1-methyl-2-oxo-ethyl)-6-methyl-pyridine-3-carboxylic acid ethyl ester C(C)OC(=O)C=1C(=NC(=C(C1OCC1=CC=CC=C1)C(C(=O)OC)C)C)Cl